ClC1=CC=C2C(=NC(N(C2=C1)C1=CC(=CC=C1)CCCC1=CC=CC=C1)=O)NC 7-chloro-4-(methylamino)-1-(3-(3-phenylpropyl)phenyl)quinazolin-2(1H)-one